CN1C2(C(C3=CC=CC=C13)(C)C)OC1=C(C=C2)C=C(C=C1)[N+](=O)[O-] 1',3'-Dihydro-1',3',3'-trimethyl-6-nitrospiro[2H-1-benzopyran-2,2'-(2H)-indole]